(3-(hydroxyimino)-1-phenylbutyl)(nonyl)phosphinic acid ON=C(CC(C1=CC=CC=C1)P(O)(=O)CCCCCCCCC)C